7-Amino-8-bromo-2,3-dimethylquinoxaline-6-carboxamide NC1=C(C=C2N=C(C(=NC2=C1Br)C)C)C(=O)N